Tert-butyl 4-(4-bromo-5-chloro-2-fluorophenyl)-3,3-difluoropiperidine-1-carboxylate BrC1=CC(=C(C=C1Cl)C1C(CN(CC1)C(=O)OC(C)(C)C)(F)F)F